(2R)-3-(benzyloxy)-2-hydroxypropionic acid C(C1=CC=CC=C1)OC[C@H](C(=O)O)O